Methyl 1-(3-hydroxybenzyl)-5-(methylcarbamoyl)-6-oxo-1,6-dihydropyridine-3-carboxylate OC=1C=C(CN2C=C(C=C(C2=O)C(NC)=O)C(=O)OC)C=CC1